(E)-octadec-9-en-1-yl iodomethyl carbonate C(OCCCCCCCC\C=C\CCCCCCCC)(OCI)=O